Tetrazolyl-Triazolotriazine N1N=NN=C1C1=NN=NC2=C1NN=N2